(R)-2-amino-3-methoxy-N-((S)-5-phenyl-2-(4,4,5,5-tetramethyl-1,3,2-dioxaborolan-2-yl)pentan-2-yl)propanamide hydrochloride Cl.N[C@@H](C(=O)N[C@@](C)(CCCC1=CC=CC=C1)B1OC(C(O1)(C)C)(C)C)COC